tert-butyl N-[(1S)-2-[2-[[5-[(Z)-(5-fluoro-2-oxo-indolin-3-ylidene)methyl]-4-methyl-1H-pyrrole-3-carbonyl]amino]ethyl amino]-1-methyl-2-oxo-ethyl]-N-methyl-carbamate FC=1C=C2/C(/C(NC2=CC1)=O)=C/C1=C(C(=CN1)C(=O)NCCNC([C@H](C)N(C(OC(C)(C)C)=O)C)=O)C